COC(C1=CC=C2C3(CC(NC2=N1)C3)NC(=O)C3CCN(CC3)C)OC N-(7-(dimethoxymethyl)-1,2,3,4-tetrahydro-2,4-methylene-1,8-naphthyridin-4-yl)-1-methylpiperidine-4-carboxamide